C(C)(C)(C)OC(CN1N=C(C2=CC=3C4=C(N(CC3C=C21)C)N=C(N=C4)C)I)=O 2-(10-iodo-3,5-dimethyl-5,6-dihydro-8H-pyrazolo[4,3-g]pyrimido[4,5-c]isoquinolin-8-yl)acetic acid tert-butyl ester